C(C=C)C1N(C2=C(OC1)C=CC(=C2)[N+](=O)[O-])CC2=CC=CC=C2 3-allyl-4-benzyl-6-nitro-3,4-dihydro-2H-benzo[b][1,4]Oxazine